C(CCCCCCCCCCC)NC(CCCCCCCCCCC)=O N-lauryl-lauramide